C(C)(C)(C)OC(CCC(=O)N[C@H](C(=O)NCC=1C=C(OCCC2CN(CCC2)C(=O)OC(C)(C)C)C=CC1C)C)=O tert-butyl 3-(2-(3-(((S)-2-(4-(tert-butoxy)-4-oxobutanamido)propanamido)methyl)-4-methylphenoxy)ethyl)piperidine-1-carboxylate